4-(methylsulfonyl)benzene-1-sulfonyl chloride CS(=O)(=O)C1=CC=C(C=C1)S(=O)(=O)Cl